FC(C1=CC2=C(SC(=C2)C(=O)OC2=C(C(=C(C(=C2F)F)F)F)F)C=C1)(P(=O)(OCOC(=O)OC1CCOCC1)OCCSC(CC(C)C)=O)F perfluorophenyl 5-(difluoro((2-((3-methylbutanoyl)thio)ethoxy)(((((tetrahydro-2H-pyran-4-yl)oxy)carbonyl)oxy)methoxy)phosphoryl)methyl)benzo[b]thiophene-2-carboxylate